OCCOC(CC)O (2-hydroxyethoxy)propan-1-ol